N1=C(OC2=C1C=1C=CC=CC1OC2)C2=CC1=C(N(N=N1)C(C)C)C=C2 5-{4H-chromeno[4,3-d][1,3]oxazol-2-yl}-1-(propan-2-yl)-1H-1,2,3-benzotriazole